FC1C(NC(NC1)=O)=O 5-fluoro-1,3-diazinane-2,4-dione